5-bromo-1-methyl-4-(trifluoromethyl)-1H-imidazole BrC1=C(N=CN1C)C(F)(F)F